1-(2,4-dichlorophenyl)-3-methyl-1,2-butanediol ClC1=C(C=CC(=C1)Cl)C(C(C(C)C)O)O